C(C1=CC=CC=C1)N1CC=2C(N(C=3N(C2CC1)C=NC3)CC3=CC=C(C=C3)C(F)(F)F)=O 7-benzyl-4-(4-trifluoromethylbenzyl)-6,7,8,9-tetrahydroimidazo[1,5-a]pyrido[3,4-e]pyrimidine-5(4H)-one